tert-butyl (R)-3-(4-(3H-[1,2,3]triazolo[4,5-b]pyridin-3-yl)-N-(8-cyanoisoquinolin-1-yl)-2-fluorobenzamido)piperidine-1-carboxylate N1=NN(C2=NC=CC=C21)C2=CC(=C(C(=O)N(C1=NC=CC3=CC=CC(=C13)C#N)[C@H]1CN(CCC1)C(=O)OC(C)(C)C)C=C2)F